(1R,2S)-1-hydroxy-2-[(5S)-5H-imidazo[4,3-a]isoindol-5-yl]-7-azaspiro[3.5]nonane-7-carboxylic acid tert-butyl ester C(C)(C)(C)OC(=O)N1CCC2(C[C@H]([C@H]2O)[C@@H]2N3C(C4=CC=CC=C24)=CN=C3)CC1